(R)-3-(4-((4-((S)-2-acetoxy-3-chloropropoxy)-3-chlorophenyl)sulfonyl)phenoxy)propane-1,2-diyl diacetate C(C)(=O)OC[C@@H](COC1=CC=C(C=C1)S(=O)(=O)C1=CC(=C(C=C1)OC[C@@H](CCl)OC(C)=O)Cl)OC(C)=O